2-ETHYL-2-(METHYLAMINO)BUTANOIC ACID C(C)C(C(=O)O)(CC)NC